((2R,3S,5R)-5-(4-amino-2-chloro-7H-pyrrolo[2,3-d]pyrimidin-7-yl)-2-ethynyl-3-hydroxytetrahydrofuran-2-yl)methyl 2-phenylacetate C1(=CC=CC=C1)CC(=O)OC[C@]1(O[C@H](C[C@@H]1O)N1C=CC2=C1N=C(N=C2N)Cl)C#C